2-iodo-5-(methylthio)benzonitrile IC1=C(C#N)C=C(C=C1)SC